2-methyl-5-(o-tolyloxy)benzofuran-3-carboxylic acid CC=1OC2=C(C1C(=O)O)C=C(C=C2)OC2=C(C=CC=C2)C